C1(=CC=CC=C1)C1CC(N(CC1)C(=O)OC(C)(C)C)C(=O)OC 1-(tert-butyl) 2-methyl 4-phenylpiperidine-1,2-dicarboxylate